[2-[1-[2-(3,4-dichlorophenyl)acetyl]-8-pyrrolidin-1-yl-3,4a,5,7,8,8a-hexahydro-2H-pyrano[3,4-b]pyrazin-4-yl]-2-oxo-ethyl] acetate C(C)(=O)OCC(=O)N1C2C(N(CC1)C(CC1=CC(=C(C=C1)Cl)Cl)=O)C(COC2)N2CCCC2